C1(CCCCC1)OC=1C=C(C(=O)O)C=CC1C1CCN(CC1)C(COCC1CN(CC12CN(C2)C(=O)[C@@H]2C(C2)(C)C)C(=O)C2=CN=CS2)=O 3-(cyclohexyloxy)-4-(1-(2-((2-((S)-2,2-dimethylcyclopropane-1-carbonyl)-6-(thiazole-5-carbonyl)-2,6-diazaspiro[3.4]octan-8-yl)methoxy)acetyl)piperidin-4-yl)benzoic acid